4-Iodo-1,1-dimethoxy-butane ICCCC(OC)OC